C(C)(=O)OC=1C(=NC=CC1OC)C(N[C@@H](C)C=1SC(=NN1)C1=CC(=CC=C1)C(C)C)=O (S)-2-((1-(5-(3-isopropylphenyl)-1,3,4-thiadiazol-2-yl)ethyl)carbamoyl)-4-methoxypyridin-3-yl acetate